3-(2-(12-(2,5-dioxo-2,5-dihydro-1H-pyrrol-1-yl)dodecanamido)ethoxy)propionic acid O=C1N(C(C=C1)=O)CCCCCCCCCCCC(=O)NCCOCCC(=O)O